ClC=1C(=CC(=NC1)C#N)C=1NC2=CC(=C(C=C2C(C1)=O)N1CCN(CC1)C)Cl 5-chloro-4-(7-chloro-6-(4-methylpiperazin-1-yl)-4-oxo-1,4-dihydroquinolin-2-yl)picolinonitrile